(R)-2-(5-(3-((2-Chloro-5-(2-(trifluoromethyl)thiazol-4-yl)pyridin-4-yl)amino)butoxy)-1-methyl-1H-pyrazol-4-yl)pyrimidin-4-amine ClC1=NC=C(C(=C1)N[C@@H](CCOC1=C(C=NN1C)C1=NC=CC(=N1)N)C)C=1N=C(SC1)C(F)(F)F